3-heptyl-resorcinol C(CCCCCC)C1(CC(O)=CC=C1)O